C(C)(=O)C1=NN(C2=CC=C(C=C12)C=1C=NC=C(C1)S(N)(=O)=O)CC(=O)N1[C@@H]2C[C@@]2(C[C@H]1C(=O)NC1=NC(=CC=C1C)Br)C (1R,3S,5R)-2-(2-(3-acetyl-5-(5-sulfamoylpyridin-3-yl)-1H-indazol-1-yl)acetyl)-N-(6-bromo-3-methylpyridin-2-yl)-5-methyl-2-azabicyclo[3.1.0]hexane-3-carboxamide